C(=O)(OCC1C2=CC=CC=C2C2=CC=CC=C12)N[C@@H](CC1=CNC2=CC=CC=C12)CC(=O)O Fmoc-L-β-homotryptophan